[2H]CS(=O)(=O)C1=CC=C(C=C1)Br 4-bromophenyl (deuteromethyl) sulfone